Benzyl-1-(3-hydroxypropyl)-3-methyl-8-(3-(trifluoromethyl)phenoxy)-1H-purine-2,6(3H,7H)-dione C(C1=CC=CC=C1)N1C(=NC=2N(C(N(C(C12)=O)CCCO)=O)C)OC1=CC(=CC=C1)C(F)(F)F